(chloromethyl)diethoxy(methyl)silane ClC[Si](C)(OCC)OCC